1-[4-(5-Hydroxypyridin-2-yl)-piperazin-1-yl]-3-p-tolyl-propan-1-one OC=1C=CC(=NC1)N1CCN(CC1)C(CCC1=CC=C(C=C1)C)=O